N-(3-amino-2-(dimethylamino)-3-oxopropyl)-2-methyl-5-((4-methylthiazol-5-yl)methoxy)benzofuran-3-carboxamide NC(C(CNC(=O)C1=C(OC2=C1C=C(C=C2)OCC2=C(N=CS2)C)C)N(C)C)=O